C(C)(C)(C)OC(=O)N(C1CCN(CC1)C=1C2=CN(N=C2C(=C(C1)F)C(=O)O)C)CC 4-[4-[tert-butoxycarbonyl(ethyl)amino]-1-piperidyl]-6-fluoro-2-methyl-indazole-7-carboxylic acid